1,2-di-chloroethane ClCCCl